FC1=C2C=C(NC2=CC(=C1)OCC1=NOC=C1)CNC(=O)C1(CC1)C N-((4-fluoro-6-(isoxazol-3-ylmethoxy)-1H-indol-2-yl)methyl)-1-methylcyclopropane-1-carboxamide